(R)-(2-(4-(8-methoxy-6-methyl-4-oxo-4,5-dihydrothieno[3,4-c]quinolin-9-yl)phenyl)propyl)carbamic acid tert-butyl ester C(C)(C)(C)OC(NC[C@H](C)C1=CC=C(C=C1)C=1C=2C=3C(C(NC2C(=CC1OC)C)=O)=CSC3)=O